N1C=C(C2=CC=CC=C12)CC[C@@H]1N(CCC2=CC(=C(C=C12)OC)OC)C(C(F)(F)F)=O (S)-1-(1-(2-(1H-indol-3-yl)ethyl)-6,7-dimethoxy-3,4-dihydroisoquinoline-2(1H)-yl)-2,2,2-trifluoroethane-1-one